NC=1C=C(OCC2=C(C=CC=C2)O)C=CC1 2-((3-aminophenoxy)methyl)phenol